3-(3-(((tert-butyldimethylsilyloxy)methyl)-4-ethylpiperazine-1-carbonyl)-4-fluorobenzyl)-5-ethylpyrimidine-2,4(1H,3H)-dione [Si](C)(C)(C(C)(C)C)OCC1N(CCN(C1)CC)C(=O)C=1C=C(CN2C(NC=C(C2=O)CC)=O)C=CC1F